3-(2H-benzotriazol-2-yl)-5-(1,1-dimethylethyl)-4-hydroxybenzoic acid N=1N(N=C2C1C=CC=C2)C=2C=C(C(=O)O)C=C(C2O)C(C)(C)C